Cl.NCC[C@H](C(=O)OCC)NC([C@H](C(C)C)NC(C(C)(C)C1=CC=C(C=C1)Cl)=O)=O ethyl (R)-4-amino-2-((S)-2-(2-(4-chlorophenyl)-2-methylpropanamido)-3-methylbutanamido)butanoate hydrochloride salt